4-(7-methyl-2-((6-methyl-2,3-dihydrobenzofuran-5-yl)amino)-8-oxo-7,8-dihydro-9H-purin-9-yl)bicyclo[2.2.2]octane-1-carbonitrile CN1C(N(C2=NC(=NC=C12)NC=1C(=CC2=C(CCO2)C1)C)C12CCC(CC1)(CC2)C#N)=O